OC1=NN=NN1 5-hydroxy-1H-tetrazole